2-(Ethoxymethyl)-9-(2-isopropoxyethoxy)-1H-imidazo[4,5-c]quinolin-4-amine C(C)OCC=1NC2=C(C(=NC=3C=CC=C(C23)OCCOC(C)C)N)N1